NCC=1C=C(C=CC1)N(C(OC(C)(C)C)=O)C tert-butyl (3-(aminomethyl)phenyl)(methyl)carbamate